C(C)OC=1C=NC(=NC1)N[C@@H]1C[C@H](CC1)NC1=CC=C(C=N1)N1C(C=CC=C1)=O 6'-(((1S,3S)-3-((5-ethoxypyrimidin-2-yl)amino)cyclopentyl)amino)-2H-[1,3'-bipyridyl]-2-one